S1NSC1 1,3,2-dithiazetidine